3-(3-(4-chlorophenyl)-1H-pyrrol-1-yl)bicyclo[1.1.1]pentan-1-amine ClC1=CC=C(C=C1)C1=CN(C=C1)C12CC(C1)(C2)N